1-(2-pyridinyl)ethanol N1=C(C=CC=C1)C(C)O